FC(C(=O)O)(F)F.FC=1C=2N(C=C(C1)NC(=O)C1=CC=C(C3=CN(N=C13)CC1=CC=NC=C1)N1CCNCC1)C=C(N2)C N-{8-fluoro-2-methylimidazo[1,2-a]pyridin-6-yl}-4-(piperazin-1-yl)-2-(pyridin-4-ylmethyl)indazole-7-carboxamide trifluoroacetic acid salt